3-ethoxy-1-phenyl-1H-benzo[g]indazole-4,5-dione C(C)OC1=NN(C=2C3=C(C(C(C12)=O)=O)C=CC=C3)C3=CC=CC=C3